tert-Butyl (1R,4R,6S)-3-(5-fluoro-2-(2H-1,2,3-triazol-2-yl)benzoyl)-4-methyl-3,8-diazabicyclo[4.2.0]octane-8-carboxylate FC=1C=CC(=C(C(=O)N2C[C@@H]3N(C[C@@H]3C[C@H]2C)C(=O)OC(C)(C)C)C1)N1N=CC=N1